(3S)-3-{[2-(4-fluorophenyl)[1,2,4]triazolo[1,5-c]quinazolin-5-yl]amino}azepin-2-one FC1=CC=C(C=C1)C1=NN2C(=NC=3C=CC=CC3C2=N1)NC=1C(N=CC=CC1)=O